COC=1C=C(C(=O)NCC(=O)O)C=C(C1OC)OC 3,4,5-trimethoxybenzoyl-glycine